4-[4-[3-[9-[3-amino-6-(2-hydroxyphenyl)pyridazin-4-yl]-1-oxa-4,9-diazaspiro[5.5]undecan-4-yl]-3-oxo-propyl]-1-piperidyl]-2-(2,6-dioxo-3-piperidyl)isoindoline-1,3-dione NC=1N=NC(=CC1N1CCC2(CN(CCO2)C(CCC2CCN(CC2)C2=C3C(N(C(C3=CC=C2)=O)C2C(NC(CC2)=O)=O)=O)=O)CC1)C1=C(C=CC=C1)O